tert-butyl (2-(2-(2-(bromomethoxy)ethoxy)ethoxy)ethyl)carbamate BrCOCCOCCOCCNC(OC(C)(C)C)=O